N1CCNC2=C1C=CC=N2 tetrahydropyrido-pyrazine